(2R)-2-hydroxy-3-(1H-imidazol-1-yl)propionic acid ethyl ester C(C)OC([C@@H](CN1C=NC=C1)O)=O